N-[4-[6-[4-(4-fluoro-3-methoxy-phenyl)-1,2,4-triazol-3-yl]-8-methyl-imidazo[1,2-a]pyridin-3-yl]phenyl]cyclopropanecarboxamide FC1=C(C=C(C=C1)N1C(=NN=C1)C=1C=C(C=2N(C1)C(=CN2)C2=CC=C(C=C2)NC(=O)C2CC2)C)OC